CC1(C(C=2C(=C3C(=NC2)N(C=C3)S(=O)(=O)C3=CC=CC=C3)N1)=O)C 2,2-dimethyl-6-(phenylsulfonyl)-1,6-dihydrodipyrrolo[2,3-b:2',3'-d]Pyridin-3(2H)-one